[Lu].[Ce] cerium-lutetium